4-((R)-1-ethoxy-2,2,2-trifluoroethyl)-3-(3-(p-tolyl)ureidophenyl)pentanoic Acid C(C)O[C@@H](C(F)(F)F)C(C(CC(=O)O)C1=C(C=CC=C1)NC(=O)NC1=CC=C(C=C1)C)C